CC1=C(C=C(C=N1)NC(C1=CC(=CC=C1)C(F)(F)F)=O)C=1C=NC2=CC(=NC=C2C1)NC N-(6-methyl-5-(7-(methylamino)-1,6-naphthyridin-3-yl)pyridin-3-yl)-3-(trifluoromethyl)benzamide